(2S,4r)-4-hydroxy-1-[(2S)-2-[4-(6-isoquinolinyl)triazol-1-yl]-3,3-dimethyl-butyryl]-N-methyl-pyrrolidine-2-carboxamide O[C@@H]1C[C@H](N(C1)C([C@H](C(C)(C)C)N1N=NC(=C1)C=1C=C2C=CN=CC2=CC1)=O)C(=O)NC